C1=CC=CC=2SC3=CC=CC=C3NC12 R-phenothiazine